O[C@@H]1C[C@@H](OC2=C1C=CC=C2)C(=O)NC21CC(C2)(C1)N1N=CC(=C1)C1=NC=C(C=C1)OC(Cl)(Cl)Cl (2R,4R)-4-hydroxy-N-(3-{4-[5-(trichloromethoxy)pyridin-2-yl]-1H-pyrazol-1-yl}bicyclo[1.1.1]pentan-1-yl)-3,4-dihydro-2H-1-benzopyran-2-carboxamide